2-amino-N-((5-cyano-2-pyridinyl)methyl)-3-iodo-N-((1R)-1-(2-pyrimidinyl)propyl)-6-quinolinecarboxamide NC1=NC2=CC=C(C=C2C=C1I)C(=O)N([C@H](CC)C1=NC=CC=N1)CC1=NC=C(C=C1)C#N